CN(CCCN)C N,N-dimethyl-1,3-Propanediamine